C(C)(C)(C)C(=O)[C@@]1(CCC2=CC=CC=C12)N(C(=O)[C@H]1N(C(CC1)=O)C1=NC=CC(=C1)C#N)C=1C=NC=C(C1)F (S)-N-((S)-1-(tert-butylformyl)-2,3-dihydro-1H-inden-1-yl)-1-(4-cyanopyridin-2-yl)-N-(5-fluoropyridin-3-yl)-5-oxopyrrolidine-2-carboxamide